N1C=NC2=C1C=CC=C2C2=CN=C1C(=N2)N(C(CN1)=O)CCC1CCOCC1 7-(1H-benzo[d]imidazol-4-yl)-1-(2-(tetrahydro-2H-pyran-4-yl)ethyl)-3,4-dihydropyrazino[2,3-b]pyrazin-2(1H)-one